[O-]S(=O)(=O)C(F)(F)F.C1(CCCCC1)[S+](C1=CC=CC=C1)C1CCCCC1 dicyclohexylphenyl-sulfonium triflate